N1=C(C=CC=C1)CN(CCN(CC(=O)O)CC1=NC=CC=C1)CC1=NC=CC=C1 N-(2-(bis(pyridin-2-ylmethyl)amino)ethyl)-N-(pyridin-2-ylmethyl)glycine